C(C(=C)C)(=O)OCCCCCCCCCCC[Si](Cl)(C)C 11-(methacryloxy)undecyldimethylchlorosilane